BrC1=C(C=CC=C1Cl)C(C(=O)O)(C)F 2-(2-bromo-3-chloro-phenyl)-2-fluoro-propionic acid